CN1C(C2(C3=C4C(=NC=C31)N(C=C4C4=CC=CC=C4)S(=O)(=O)C4=CC=CC=C4)CCC2)=O 6'-methyl-1'-phenyl-3'-(phenylsulfonyl)-3',6'-dihydro-7'H-spiro[cyclobutane-1,8'-dipyrrolo[2,3-b:3',2'-d]pyridin]-7'-one